3-(6-(1-(2,2-difluorobenzo[d][1,3]dioxol-5-yl)cyclopropane-1-carboxamido)-3-methylpyridin-2-yl)-N-(2-(2-(2-(prop-2-yn-1-yloxy)ethoxy)ethoxy)ethyl)benzamide FC1(OC2=C(O1)C=CC(=C2)C2(CC2)C(=O)NC2=CC=C(C(=N2)C=2C=C(C(=O)NCCOCCOCCOCC#C)C=CC2)C)F